1-(5-(aminomethyl)thiophen-2-yl)-2-((6-cyclopropoxy-2-methylquinazolin-4-yl)thio)ethan-1-one hydrochloride Cl.NCC1=CC=C(S1)C(CSC1=NC(=NC2=CC=C(C=C12)OC1CC1)C)=O